4-(allyloxy)-N-(5-Bromo-2-chloropyrimidin-4-yl)-1-(methylsulfonyl)indole-7-amine C(C=C)OC1=C2C=CN(C2=C(C=C1)NC1=NC(=NC=C1Br)Cl)S(=O)(=O)C